FC=1C=C(C=C(C1F)C(=O)C=1C=C2N=C(C=NC2=CC1)N1CCNCC1)NC(=O)NC1=CC=C(C=C1)F 1-(3,4-difluoro-5-(3-(piperazin-1-yl)quinoxaline-6-carbonyl)phenyl)-3-(4-fluorophenyl)urea